2-(7-chloro-8-fluoro-5-methoxy-2-(methylsulfanyl)pyrido[4,3-d]pyrimidin-4-yl)-2-azabicyclo[2.2.1]heptan-6-ol ClC1=C(C=2N=C(N=C(C2C(=N1)OC)N1C2C(CC(C1)C2)O)SC)F